BrC1=CC2=C(C=C1)C1=CC=CC=C1C21CC2=CC=CC=C2C1 2-bromo-1',3'-dihydrospiro[fluorene-9,2'-indene]